(R)-6-chloro-3-((1-(10-fluoro-5H-pyrido[3',2':4,5]pyrano[2,3-b]quinoxalin-8-yl)ethyl)amino)picolinic acid ClC1=CC=C(C(=N1)C(=O)O)N[C@H](C)C1=CC(=CC=2N=C3C(=NC12)OCC1=C3C=CC=N1)F